(7R-9Z,26Z,29R)-18-({[3-(dimethylamino)propoxy]carbonyl}oxy)pentatriaconta-9,26-diene-7,29-diyl diacetate C(C)(=O)O[C@H](CCCCCC)C\C=C/CCCCCCCC(CCCCCCC\C=C/C[C@@H](CCCCCC)OC(C)=O)OC(=O)OCCCN(C)C